7-bromo-5-chloro-1-(oxetan-3-yl)-1H-pyrazolo[4,3-b]Pyridine BrC1=C2C(=NC(=C1)Cl)C=NN2C2COC2